1-(2-(2,4-difluorophenyl)-2-((3-methoxybenzyl)oxy)ethyl)-1H-imidazole FC1=C(C=CC(=C1)F)C(CN1C=NC=C1)OCC1=CC(=CC=C1)OC